2-chloro-5-oxido-N-propyl-6,7-dihydro-thieno[3,2-d]pyrimidin-5-ium-4-amine ClC=1N=C(C2=C(N1)CC[S+]2[O-])NCCC